NCC=CCCC(=O)[O-] 6-aminohex-4-enoate